bornylene sodium [Na].C12(C=CC(CC1)C2(C)C)C